BrC1=CC=2C3=C(C=NC2C=C1OC)NC(N3C3=C(C=NC=C3OC)F)=O 8-bromo-1-(3-fluoro-5-methoxy-4-pyridinyl)-7-methoxy-3H-imidazo[4,5-c]Quinolin-2-one